diethylpyrrolidinium tetrafluoroborate F[B-](F)(F)F.C(C)[N+]1(CCCC1)CC